(1s,3r)-3-((5-([1,2,4]triazolo[1,5-a]pyridin-6-yl)-6-fluoro-4-methoxypyrrolo[2,1-f][1,2,4]triazin-2-yl)amino)-1-ethylcyclobutan-1-ol N=1C=NN2C1C=CC(=C2)C=2C(=CN1N=C(N=C(C12)OC)NC1CC(C1)(O)CC)F